8-fluoro-N-(piperidin-4-yl)quinolin-6-amine hydrochloride Cl.FC=1C=C(C=C2C=CC=NC12)NC1CCNCC1